N-[5-[(3S)-4-(2-amino-6-methyl-pyrimidin-4-yl)-1,4-oxazepan-3-yl]-4-chloro-2-fluoro-phenyl]acetamide tert-Butyl-(5-amino-2-methylphenyl)(methyl)carbamate C(C)(C)(C)OC(N(C)C1=C(C=CC(=C1)N)C)=O.NC1=NC(=CC(=N1)N1[C@H](COCCC1)C=1C(=CC(=C(C1)NC(C)=O)F)Cl)C